tert-butyl 8-(5-(piperidin-4-yl)pyrimidin-2-yl)-3,8-diazabicyclo[3.2.1]octane-3-carboxylate N1CCC(CC1)C=1C=NC(=NC1)N1C2CN(CC1CC2)C(=O)OC(C)(C)C